2-hydroxyacetic acid pentafluorophenyl ester FC1=C(C(=C(C(=C1OC(CO)=O)F)F)F)F